P(=O)(OC1=C(C(=C(C=C1)F)CN1C(N([C@H](C2=CC=C(C=C12)C(NCC1=C(C=C(C=C1F)F)F)=O)C)C)=O)F)(O)O (S)-3-((3,4-dimethyl-2-oxo-7-((2,4,6-trifluorobenzyl) carbamoyl)-3,4-dihydroquinazolin-1(2H)-yl)methyl)-2,4-difluorophenyl dihydrogen phosphate